NCCOCCOCCNC1=C2CN(CC2=CC=C1)C1C(NC(CC1)=O)=O 4-((2-(2-(2-aminoethoxy)ethoxy)ethyl)amino)-2-(2,6-dioxopiperidin-3-yl)isoindoline